para-ethynylbenzoic acid C(#C)C1=CC=C(C(=O)O)C=C1